8-(4-(4-(6-fluorobenzo[d]isoxazol-3-yl)piperidin-1-yl)butoxy)-6-methyl-5,6-dihydro-1H-pyrrolo[3,2,1-ij]quinolin-4(2H)-one FC1=CC2=C(C(=NO2)C2CCN(CC2)CCCCOC=2C=C3C(CC(N4C3=C(C2)CC4)=O)C)C=C1